BrC=1C=CC2=C(C(N(CO2)C(C(=O)OCC)C2=C3N(C=N2)CCC3)=O)C1 ethyl 2-(6-bromo-4-oxo-2H-1,3-benzoxazin-3-yl)-2-(6,7-dihydro-5H-pyrrolo[1,2-c]imidazol-1-yl)acetate